rac-(R)-6-(3-methyl-2-oxopiperidin-1-yl)quinoline-4-carboxylic acid C[C@H]1C(N(CCC1)C=1C=C2C(=CC=NC2=CC1)C(=O)O)=O |r|